OC1CC2(C3CCC4(C(CCC4(C3=CC(C2CC1O)=O)O)C(CSCCO)=O)C)C 2,3,14-trihydroxy-17-[2-(2-hydroxyethylsulfanyl)acetyl]-10,13-dimethyl-2,3,4,5,9,11,12,15,16,17-decahydro-1H-cyclopenta[a]phenanthren-6-one